(3,5-dibromo-4-hydroxyphenyl)(2-ethyl-5-methylbenzofuran-3-yl)methanone (1R,2S,5R)-3-menthyl-methoxyacetate [C@@H]1(CC(C(CC1)C(C)C)[C@@H](C(=O)O)OC)C.BrC=1C=C(C=C(C1O)Br)C(=O)C1=C(OC2=C1C=C(C=C2)C)CC